C(=CCC)C1OC(C=2C=CCCC12)=O 3-butenyl-4,5-dihydro-1(3H)-isobenzofuranone